N-(3-(difluoromethyl)-1-methyl-1H-pyrazol-5-yl)-2-(trifluoromethyl)benzamide FC(C1=NN(C(=C1)NC(C1=C(C=CC=C1)C(F)(F)F)=O)C)F